heptenyl acetate C(C)(=O)OC=CCCCCC